2-(5-(1H-imidazol-1-yl)pyridin-2-yl)-5-methylaniline N1(C=NC=C1)C=1C=CC(=NC1)C1=C(N)C=C(C=C1)C